5-[bis(2-chloroethyl)amino]-1-methylbenzimidazol ClCCN(C1=CC2=C(N(C=N2)C)C=C1)CCCl